4-[4-(2,6-Bis-benzyloxy-pyridin-3-ylamino)-2-methyl-phenyl]-3,6-dihydro-2H-pyridine-1-carboxylic acid tert-butyl ester C(C)(C)(C)OC(=O)N1CCC(=CC1)C1=C(C=C(C=C1)NC=1C(=NC(=CC1)OCC1=CC=CC=C1)OCC1=CC=CC=C1)C